boric acid fluoride B(F)(F)F